C1(CC1)C1=NC(=CN=C1)C#C[Si](C)(C)C 2-cyclopropyl-6-((trimethylsilyl)ethynyl)pyrazine